NCCC1=CC=C(C=C1)C1=C(C=C(C#N)C=C1)CN1C=NC=C1COCC(C)C 4-[4-(2-aminoethyl)phenyl]-3-[[5-(2-methylpropoxymethyl)imidazol-1-yl]methyl]benzonitrile